[N+](=O)([O-])C1=CC=C(CS(=O)C=2OC(=NN2)C2=CC=CC=C2)C=C1 2-((4-nitrobenzyl)sulfinyl)-5-phenyl-1,3,4-oxadiazole